(3R)-3-[(2S)-3-[3-(bromomethyl)phenyl]-1-(tert-butyloxy)-1-oxopropane-2-yl]pyrrolidine-1-carboxylic acid tert-butyl ester C(C)(C)(C)OC(=O)N1C[C@H](CC1)[C@@H](C(=O)OC(C)(C)C)CC1=CC(=CC=C1)CBr